Cl.C[C@]12CC(C[C@](CC1)(N2)C)N(C=2SC1=C(N2)SC(=N1)N1C(C=C(C=C1)N1N=CC(=C1)F)=O)C 1-(5-{[(1R,3s,5S)-1,5-Dimethyl-8-azabicyclo[3.2.1]octan-3-yl](methyl)amino}[1,3]thiazolo[5,4-d][1,3]thiazol-2-yl)-4-(4-fluoro-1H-pyrazol-1-yl)pyridin-2(1H)-on Hydrochlorid